5-hydroxy-6-methoxy-7-(4-morpholinecarbonyl)flavone OC1=C2C(C=C(OC2=CC(=C1OC)C(=O)N1CCOCC1)C1=CC=CC=C1)=O